OC[C@H](C1=CC=CC=C1)NC1=NC(=NC=C1C1=NC(=NO1)C)NC1=CC=C2C(NN(C2=C1)C)=O (S)-6-((4-((2-hydroxy-1-phenylethyl)amino)-5-(3-methyl-1,2,4-oxadiazol-5-yl)pyrimidin-2-yl)amino)-1-methyl-1,2-dihydro-3H-indazol-3-one